tert-butyl 4-(3-((6-(trifluoromethyl)pyridin-3-yl)oxy)pyrazin-2-yl)-3,6-dihydropyridine-1(2H)-carboxylate FC(C1=CC=C(C=N1)OC=1C(=NC=CN1)C=1CCN(CC1)C(=O)OC(C)(C)C)(F)F